C1(CC1)CN1CC(CCC1)C(=O)C1=CC(=CC=C1)OC (1-(cyclopropylmethyl)piperidin-3-yl)(3-methoxyphenyl)methanone